(R)-6-chloro-4-(3-hydroxybutyl)pyridin-3-ylcarbamic acid tert-butyl ester C(C)(C)(C)OC(NC=1C=NC(=CC1CC[C@@H](C)O)Cl)=O